Cl.CNCC1OCC2=C(C=CC=C12)C1=CC(=NC=C1)C(F)(F)F N-methyl-1-(4-(2-(trifluoromethyl)pyridin-4-yl)-1,3-dihydroisobenzofuran-1-yl)methanamine hydrochloride